C1(CC1)C=1N=C(OC1C(=O)N1[C@@H](C2=C(CC1)NC=N2)C=2OC1=C(N2)C=C(C=C1)F)C1=NC=CC=C1 (S)-(4-cyclopropyl-2-(pyridin-2-yl)oxazol-5-yl)(4-(5-fluorobenzo[d]oxazol-2-yl)-6,7-dihydro-1H-imidazo[4,5-c]pyridin-5(4H)-yl)methanone